3-{(1R)-1-[3,5-Bis(trifluoromethyl)benzamido]ethyl}-5-methylpyrazin FC(C=1C=C(C(=O)N[C@H](C)C=2C=NC=C(N2)C)C=C(C1)C(F)(F)F)(F)F